S1C=CC=2C(OCCC21)C2(CCCCC2)N 1-(6,7-dihydro-4H-thieno[3,2-c]pyran-4-yl)cyclohexylamine